N-(2-hydroxyethyl)-N-[1-(hydroxymethyl)cyclopropyl]-5-(1H-indole-2-carbonyl)-4H,5H,6H,7H-pyrazolo[1,5-a]pyrazine-3-carboxamide OCCN(C(=O)C=1C=NN2C1CN(CC2)C(=O)C=2NC1=CC=CC=C1C2)C2(CC2)CO